2-((S)-3-carboxybutanoyl)-4-chloro-7-fluoro-6-methoxyisoindolin C(=O)(O)[C@H](CC(=O)N1CC2=C(C(=CC(=C2C1)Cl)OC)F)C